P(OCCC#N)(OCCC#N)OCCC#N tris(2-cyanoethyl) phosphite